COC(=O)C1=NC(=NC(=C1O)O)C 5,6-dihydroxy-2-methylpyrimidine-4-carboxylic acid methyl ester